(S)-N-(2-amino-1-(3-chlorophenyl)-ethyl)-1-(2-((3,3-difluorocyclobutyl)amino)-5-methylpyrimidin-4-yl)-1H-imidazole-4-carboxamide p-toluenesulfonic acid salt CC1=CC=C(C=C1)S(=O)(=O)O.NC[C@H](C1=CC(=CC=C1)Cl)NC(=O)C=1N=CN(C1)C1=NC(=NC=C1C)NC1CC(C1)(F)F